2-amino-5-fluoro-4-(trifluoromethyl)benzoic acid NC1=C(C(=O)O)C=C(C(=C1)C(F)(F)F)F